5-(3-(((1R,3s,5S)-8-azabicyclo[3.2.1]octan-3-yl)oxy)-6H-isochromeno-[3,4-b]-pyridin-8-yl)-2-methylpyridazin-3(2H)-one [C@H]12CC(C[C@H](CC1)N2)OC2=CC=C1C(=N2)OCC=2C=C(C=CC21)C2=CC(N(N=C2)C)=O